ClC=1N=C(NC1[C@H]1[C@H](CN(CC1)S(=O)(=O)C=1C=NC(=NC1)C(=O)O)C)C1=NC=C(C=C1)F 5-[[(3R,4R)-4-[4-Chloro-2-(5-fluoro-2-pyridyl)-1H-imidazol-5-yl]-3-methyl-1-piperidyl]sulfonyl]pyrimidine-2-carboxylic acid